ClC=1C=C(C=C(C1OCCC(CCOC=1C=C2C=NN(C(C2=CC1)=O)C1C(NC(CC1)=O)=O)(F)F)C#N)C(C)(C)C1=CC=C(OCC2=NC(=NC=C2)NS(=O)(=O)C)C=C1 N-[4-[[4-[1-[3-chloro-5-cyano-4-[5-[2-(2,6-dioxo-3-piperidyl)-1-oxo-phthalazin-6-yl]oxy-3,3-difluoro-pentoxy]phenyl]-1-methyl-ethyl]phenoxy]methyl]pyrimidin-2-yl]methanesulfonamide